C(C)(C)[Si](C(C)C)(C(C)C)CCC1=CC=C(C=C1)CC(=O)O 2-(4-((triisopropylsilyl)ethyl)phenyl)acetic acid